Methyl 2-((2R,3S,4S,5R)-3-(3,4-difluoro-2-methoxyphenyl)-4,5-dimethyl-5-(trifluoromethyl)tetrahydrofuran-2-yl)-6-methyl-4-oxo-1,4-dihydropyridine-3-carboxylate FC=1C(=C(C=CC1F)[C@H]1[C@@H](O[C@]([C@H]1C)(C(F)(F)F)C)C=1NC(=CC(C1C(=O)OC)=O)C)OC